C1(=CC(=CC=C1)N1N=CC2=CC=C(C=C12)C1=CC(=NC=C1)N)C 4-(1-(m-tolyl)-1H-indazol-6-yl)pyridin-2-amine